(3-Bromophenyl)(methyl(oxo)-λ6-sulfaneylidene)cyanamide BrC=1C=C(C=CC1)S(=O)(C)=NC#N